BrC1=C(C=C(C(=C1)F)C(C(F)(F)F)(C)C)C 1-bromo-5-fluoro-2-methyl-4-(2,2,2-trifluoro-1,1-dimethyl-ethyl)benzene